BrC=1C=C(C=2C(C3=CC=CC=C3C(C2C1)=O)=O)O 3-Bromo-1-hydroxy-9,10-anthraquinone